O=C1NC(C(N1)(C1COCC1)CNC(=O)C1=NN(N=C1)C1=CC=CC=C1)=O rac-N-{[2,5-dioxo-4-(tetrahydrofuran-3-yl)imidazolidin-4-yl]methyl}-2-phenyl-2H-1,2,3-triazole-4-carboxamide